C(C)C=1C(OC=CC1)=O ethylpyranone